FC(C1=NC=CC(=N1)NC(=O)C1CC12CCNCC2)(F)F N-(2-(trifluoromethyl)pyrimidin-4-yl)-6-azaspiro[2.5]octane-1-carboxamide